2-{[4-({3-[(2-chloro-4-methylphenyl)(methyl)amino]phenyl}methylidene)piperidin-1-yl]methyl}-1-{[(2S)-oxetan-2-yl]methyl}-1H-1,3-benzodiazole-6-carboxylic acid ClC1=C(C=CC(=C1)C)N(C=1C=C(C=CC1)C=C1CCN(CC1)CC1=NC2=C(N1C[C@H]1OCC1)C=C(C=C2)C(=O)O)C